ClC1=CC=C(C(=O)C2=C(C(=O)O)C=CC=C2)C=C1 2-(p-chlorobenzoyl)benzoic acid